(dl)-2-ethylhexyl phosphate P(=O)(OCC(CCCC)CC)([O-])[O-]